2-(tert-butyl)-4-(4,4,5,5-tetramethyl-1,3,2-dioxaborolan-2-yl)aniline C(C)(C)(C)C1=C(N)C=CC(=C1)B1OC(C(O1)(C)C)(C)C